BrC1=C(C=C(C=C1)C1=NC=2C=NC(=NC2N(C1=O)C(C)C)SC)F 6-(4-bromo-3-fluoro-phenyl)-8-isopropyl-2-methylsulfanyl-pteridin-7-one